1H-1,2,4-benzotriazole N1N=CC2=C1C=CC=N2